CC(C=O)CCC=C(CCC=C(C)C)C 2,6,10-trimethylundeca-5,9-dienal